tert-butyl (3S)-3-(4-chlorobutanoylamino)pyrrolidine-1-carboxylate ClCCCC(=O)N[C@@H]1CN(CC1)C(=O)OC(C)(C)C